1-(1-(methylsulfonyl)azetidin-3-yl)-4-nitro-1H-pyrazole CS(=O)(=O)N1CC(C1)N1N=CC(=C1)[N+](=O)[O-]